(3R,4R)-3-fluoro-1-[4-({8-[(2R,3S)-3-(methanesulfonyl-methyl)-2-methylazetidin-1-yl]-5-(propan-2-yl)isoquinolin-3-yl}amino)pyrimidin-2-yl]-3-methyl-piperidin-4-ol F[C@@]1(CN(CC[C@H]1O)C1=NC=CC(=N1)NC=1N=CC2=C(C=CC(=C2C1)C(C)C)N1[C@@H]([C@H](C1)CS(=O)(=O)C)C)C